1-((2-(isopropylamino)pyridin-4-yl)methyl)-5,5-dimethyl-3-(4-(1-(trifluoromethyl)cyclopropyl)phenyl)imidazolidine-2,4-dione C(C)(C)NC1=NC=CC(=C1)CN1C(N(C(C1(C)C)=O)C1=CC=C(C=C1)C1(CC1)C(F)(F)F)=O